BrC=1C=C(C(=NC1C)N)NCCCC 5-bromo-3-N-butyl-6-methyl-pyridine-2,3-diamine